3-(2-{[1-(cyanomethyl)cyclopropyl]amino}-6-[1-oxo-4-(trifluoromethyl)-3H-isoindol-2-yl]pyridin-4-yl)-4-(4-methyl-1,2,4-triazol-3-yl)benzonitrile C(#N)CC1(CC1)NC1=NC(=CC(=C1)C=1C=C(C#N)C=CC1C1=NN=CN1C)N1C(C2=CC=CC(=C2C1)C(F)(F)F)=O